C(=O)(O)C=1C(=C(C(=C(C(=O)C2=CC=CC=C2)C1)O)O)C(=O)O dicarboxyl-dihydroxybenzophenone